ClC1=CC(=C(C=C1)C1(OC2=C(O1)C=CC=C2C2CCN(CC2)CC=2N(C(=CN2)/C=C/C(=O)O)CC=2OC=CN2)C)F (E)-3-(2-((4-(2-(4-chloro-2-fluorophenyl)-2-methylbenzo[d][1,3]dioxol-4-yl)piperidin-1-yl)methyl)-1-(oxazol-2-ylmethyl)-1H-imidazol-5-yl)acrylic acid